C(C1=CC=CC=C1)OCC(O)C1=NC=C(C=C1F)F 2-benzyloxy-1-(3,5-difluoro-2-pyridinyl)ethanol